ClC=1C(=NC=CN1)C(=O)N/N=C/C1=CC(=CC(=C1)OC)OC (E)-3-chloro-N'-(3,5-dimethoxybenzylidene)pyrazine-2-carbohydrazide